COC1=C(C=CC=C1)[C@@H](C)NC=1C2=C(N=C(N1)C)C=NC=C2 4-{[(1R)-1-(2-methoxyphenyl)ethyl]amino}-2-methylpyrido[3,4-d]pyrimidin